hexafluoroantimonic acid F[Sb-](F)(F)(F)(F)F.[H+]